glucosyl-(1→6)-[glucosyl-(1→6)-glucosyl-(1→2)]-glucose C1([C@H](O)[C@@H](O)[C@H](O)[C@H](O1)CO)OC[C@H]([C@H]([C@@H]([C@H](C=O)OC1[C@H](O)[C@@H](O)[C@H](O)[C@H](O1)COC1[C@H](O)[C@@H](O)[C@H](O)[C@H](O1)CO)O)O)O